oxo-4-[(2-phenylethyl)amino]butanoic acid O=C(C(=O)O)CCNCCC1=CC=CC=C1